OC=1C=C(C=CC1NC(=O)NC=1C=NC=CC1)C#CC=1C=CC=C(C1C1=CC=CC=C1)C(=O)OC methyl 6-((3-hydroxy-4-(3-(pyridin-3-yl)ureido)phenyl)ethynyl)-[1,1'-biphenyl]-2-carboxylate